(R)-6-(2-amino-6-chloro-5-(2-fluoro-4-(2-isopropylmorpholino)phenyl)pyridin-3-yl)-3,4-dihydroisoquinolin-1(2H)-one NC1=NC(=C(C=C1C=1C=C2CCNC(C2=CC1)=O)C1=C(C=C(C=C1)N1C[C@H](OCC1)C(C)C)F)Cl